(2-chloro-4-methoxyphenyl)methanamine ClC1=C(C=CC(=C1)OC)CN